CC(CC[C@@H](C(=O)OC)NC(=O)C=1C=NC(=CC1)OC1=CC(=CC=C1)OCC(NCCOCCOCC#C)=O)(C)C methyl (2S)-5,5-dimethyl-2-[[6-[3-[2-oxo-2-[2-(2-prop-2-ynoxyethoxy)ethylamino]ethoxy]phenoxy] pyridine-3-carbonyl]amino]hexanoate